(S)-N'-(((S)-1-methyl-1,2,3,5,6,7-hexahydro-s-indacen-4-yl)carbamoyl)-6,7-dihydro-5H-pyrazolo[5,1-b][1,3]oxazine-3-sulfonimidamide C[C@H]1CCC2=C(C=3CCCC3C=C12)NC(=O)N=[S@@](=O)(N)C=1C=NN2C1OCCC2